FC(C=C)(F)F 3,3,3-TRIFLUORoPROP-1-EN